CCOCOCOCC 2-ethoxymethyl ether